3-amino-N-(3-(4-amino-4-methylpiperidin-1-yl)pyridin-2-yl)-6-(3-cyano-4-ethoxypyridin-2-yl)pyrazine-2-carboxamide NC=1C(=NC(=CN1)C1=NC=CC(=C1C#N)OCC)C(=O)NC1=NC=CC=C1N1CCC(CC1)(C)N